3-chloro-2-(chlorosulfonyl)benzoic acid ClC=1C(=C(C(=O)O)C=CC1)S(=O)(=O)Cl